sodium dipicolinate N1=C(C=CC=C1)C(=O)[O-].N1=C(C=CC=C1)C(=O)[O-].[Na+].[Na+]